(6-((cyclopentylmethyl) (methyl) amino)-1-oxo-2,3-dihydro-1H-pyrrolo[3,4-c]pyridin-4-yl) methanesulfonate CS(=O)(=O)OC1=NC(=CC2=C1CNC2=O)N(C)CC2CCCC2